C(=O)(OCC1C2=CC=CC=C2C2=CC=CC=C12)N[C@@H](CC1=CC=CC=C1)C(=O)O Fmoc-phenylalanine